2,2-dibromo-9,9-spirobifluorene BrC1(CC=2C3(C4=CC=CC=C4C2C=C1)C1=CC=CC=C1C=1C=CC=CC13)Br